N-(4'-((2-(1,1-difluoroethyl)pyrimidin-4-yl)amino)-5-(methoxymethyl)-[2,3'-bipyridyl]-6'-yl)acetamide FC(C)(F)C1=NC=CC(=N1)NC1=C(C=NC(=C1)NC(C)=O)C1=NC=C(C=C1)COC